BrC1=CN=C(S1)C1CC(C1)F 5-bromo-2-(3-fluorocyclobutyl)thiazole